[C-]1(C=CC=C1)[SiH](C)C.[CH-]1C=CC=C1.[Fe+2] ferrocenyldimethylsilane